(E)-N-(4-(1-(6-(4-(2-((2-(2,6-dioxopiperidin-3-yl)-1-oxoisoindoline-4-yl)thio)ethyl)piperazin-1-yl)nicotinoyl)piperidin-4-yl)butyl)-3-(pyridin-3-yl)acrylamide O=C1NC(CCC1N1C(C2=CC=CC(=C2C1)SCCN1CCN(CC1)C1=NC=C(C(=O)N2CCC(CC2)CCCCNC(\C=C\C=2C=NC=CC2)=O)C=C1)=O)=O